methoxyl-phenylboric acid O(C)C1=C(C=CC=C1)OB(O)O